IC1=CC2=C(OCCO2)C=C1 6-iodo-2,3-dihydro-1,4-benzodioxin